3-hydroxy-3-(3-((4-methoxybenzyl)amino)thiophen-2-yl)propanoate OC(CC(=O)[O-])C=1SC=CC1NCC1=CC=C(C=C1)OC